[O-]P([O-])(=O)OP(=O)(O)O.[Cs+].[Cs+] dicesium diphosphate